C(C)(C)(C)OC(=O)N1N=C(C2=CC=CC=C12)C#CC1=NC(=NC=C1)C1=NC(=NC=C1)NCC(=O)N1CC(CC1)O (2'-((2-(3-hydroxypyrrolidin-1-yl)-2-oxoethyl)amino)-[2,4'-bipyrimidine]-4-ylethynyl)-1H-indazole-1-carboxylic acid tert-butyl ester